(R)-9-chloro-1-methyl-4-((1-methyl-1H-pyrazol-4-yl)meth-yl)-N-(1-methylcyclopropyl)-5-oxo-1,2,4,5-tetrahydroimidazo-[1,2-a]quinazoline-7-sulfonamide ClC=1C=C(C=C2C(N(C=3N(C12)[C@@H](CN3)C)CC=3C=NN(C3)C)=O)S(=O)(=O)NC3(CC3)C